(2-(3-chloro-1H-pyrazol-1-yl)-5-fluorophenyl)methanol ClC1=NN(C=C1)C1=C(C=C(C=C1)F)CO